tert-butyl 4-(7-(2,4-dioxotetrahydropyrimidin-1(2H)-yl)imidazo[1,2-a]pyridin-2-yl)piperidine-1-carboxylate O=C1N(CCC(N1)=O)C1=CC=2N(C=C1)C=C(N2)C2CCN(CC2)C(=O)OC(C)(C)C